N1=CN=C(C2=C1CCC2)N2CCC(CC2)CN2N=C(C=CC2=O)N2N=CC=C2 2-[[1-(6,7-dihydro-5H-cyclopenta[d]pyrimidin-4-yl)piperidin-4-yl]methyl]-6-pyrazol-1-ylpyridazin-3-one